ClC1=CC=C(C(=N1)C#N)NCC1=CC=C(C=C1)OC 6-Chloro-3-((4-methoxybenzyl)amino)2-cyanopyridine